dibenzo[f,h]isoquinolin-1-yl triflate O(S(=O)(=O)C(F)(F)F)C1=NC=CC2=C3C(=C4C(=C12)C=CC=C4)C=CC=C3